ClC1=NC(=NC(=C1OC1=C(C=CC=C1)OC)Cl)CC1=CC=C(C=C1)Cl 4,6-dichloro-2-(4-chlorobenzyl)-5-(2-methoxyphenoxy)pyrimidine